CC(C(=O)N1CCC(CC1)C1=NN(C=C1)C1=NC(=C2N=C(NC2=N1)C1=CC=NC=C1)N1CCOCC1)C 2-methyl-1-(4-(1-(6-morpholino-8-(pyridin-4-yl)-9H-purin-2-yl)-1H-pyrazol-3-yl)piperidin-1-yl)propan-1-one